ClC=1N=CC2=C(N1)C(=CN2)N2CC(C(C2)(F)F)(F)F 2-chloro-7-(3,3,4,4-tetrafluoropyrrolidin-1-yl)-5H-pyrrolo[3,2-d]pyrimidine